[N].N[C@@H](C(C)(C)S)C(=O)O penicillamine nitrogen